N1CCN(CC1)C1=CC=C(C=C1)NC(=S)N 1-(4-(piperazin-4-yl)phenyl)thiourea